tert-butyl 3,3-dimethyl-4-((1-(6-(5-(1-methylcyclopropoxy)-1-(tetrahydro-2H-pyran-2-yl)-1H-indazol-3-yl)pyrimidin-4-yl)piperidin-4-yl)methyl)piperazine-1-carboxylate CC1(CN(CCN1CC1CCN(CC1)C1=NC=NC(=C1)C1=NN(C2=CC=C(C=C12)OC1(CC1)C)C1OCCCC1)C(=O)OC(C)(C)C)C